BrC=1C=CC2=C(N=C(O2)CSC=2NC(C3=C(N2)N(N=C3)C3=CC=CC=C3)=O)C1 6-(((5-bromobenzo[d]oxazol-2-yl)methyl)thio)-1-phenyl-1,5-dihydro-4H-pyrazolo[3,4-d]pyrimidin-4-one